5-fluoro-4-trifluoromethylbenzo[d]isothiazol-3(2H)one-1,1-dioxide FC=1C=CC2=C(C(NS2(=O)=O)=O)C1C(F)(F)F